ethyl 3-(3-(2,6-dimethylphenyl)-7-fluoro-2-methyl-4-oxo-3,4-dihydroquinazolin-6-yl)propanoate CC1=C(C(=CC=C1)C)N1C(=NC2=CC(=C(C=C2C1=O)CCC(=O)OCC)F)C